8-fluoro-3-(3-oxo-3-(4-(3-(trifluoromethyl)phenyl)piperazin-1-yl)propyl)benzofuro[3,2-d]pyrimidin-4(3H)-one FC=1C=CC2=C(C1)C=1N=CN(C(C1O2)=O)CCC(N2CCN(CC2)C2=CC(=CC=C2)C(F)(F)F)=O